ethyl-2-(4-(2-((4-methylphenyl)sulfonamido)benzamido)phenyl)acetate C(C)OC(CC1=CC=C(C=C1)NC(C1=C(C=CC=C1)NS(=O)(=O)C1=CC=C(C=C1)C)=O)=O